ClC1=C2C=NN(C2=C(C=C1)C(=O)NC1CC2(CCC2)C1)CC1=CC=C(C=C1)C(C)C (Ra)-6-(4-Chloro-1-(4-isopropylbenzyl)-1H-indazol-7-carboxamido)spiro[3.3]heptan